CC(C(C1=CC=CC=C1)NO)C N-(2-methyl-1-phenylpropyl)-hydroxylamine